6-butyl-3-{4-[(2,3-dichlorophenyl)methyl]piperazine-1-carbonyl}-5-(2,6-dimethoxyphenyl)pyridine-2,4-diol C(CCC)C1=C(C(=C(C(=N1)O)C(=O)N1CCN(CC1)CC1=C(C(=CC=C1)Cl)Cl)O)C1=C(C=CC=C1OC)OC